C[C@]12CC(C[C@](CC1)(N2)C)N(C=2SC=1N=C(SC1N2)C2=NC=C(N=C2)C2=NC=NC(=C2)OC)C N-[(1R,3s,5S)-1,5-Dimethyl-8-azabicyclo[3.2.1]octan-3-yl]-5-[5-(6-methoxypyrimidin-4-yl)pyrazin-2-yl]-N-methyl[1,3]thiazolo[5,4-d][1,3]thiazol-2-amin